5-(6-methyl-4-(trifluoromethyl)pyridin-2-yl)tetrahydro-4H-[1,3]dioxolo[4,5-c]pyrrol-4-one CC1=CC(=CC(=N1)N1CC2C(C1=O)OCO2)C(F)(F)F